3-azido-2,3-dihydro-1-benzofuran-6-yl trifluoromethanesulfonate FC(S(=O)(=O)OC1=CC2=C(C(CO2)N=[N+]=[N-])C=C1)(F)F